1-[6-fluoro-(2S*)-3,4-dihydro-2H-benzopyran-2-yl]-(1R*)-1,2-ethylene glycol FC=1C=CC2=C(CC[C@H](O2)[C@@H](CO)O)C1 |o1:8,10|